OC1=C(C=CC=C1C1=CC(=NO1)N1CCNCC1)C1=CC=C(C=C1)N(C(C)=O)C N-(2'-hydroxy-3'-(3-(piperazin-1-yl)isoxazol-5-yl)-[1,1'-biphenyl]-4-yl)-N-methylacetamide